1-(3-azabicyclo(3.3.0)oct-3-yl)-3-(p-toluenesulfonyl)urea C12CN(CC2CCC1)NC(=O)NS(=O)(=O)C1=CC=C(C)C=C1